[N+](=O)([O-])C=1SC=CC1\C=C/C(=O)OCC Ethyl (Z)-3-(2-nitrothiophen-3-yl)acrylate